CC(=O)O[C@@H]1[C@H](OC2=CC(=CC(=C2C1=O)O)O)C3=CC(=C(C=C3)O)O The molecule is an acetate ester obtained by formal condensation between the 3-hydroxy group of (+)-taxifolin and acetic acid. It is an acetate ester, a member of 3'-hydroxyflavanones, a tetrahydroxyflavanone and a member of 4'-hydroxyflavanones. It derives from a (+)-taxifolin.